9-bromo-1,2,3,4-tetrahydrobenzo[4,5]imidazo[1,2-a]pyrazine-2-carboxylate BrC1=CC=CC2=C1N=C1N2CCN(C1)C(=O)[O-]